4-(4-(4-(2-(2-aminopyridin-3-yl)-5-(2-chlorophenyl)-3H-imidazo[4,5-b]pyridin-3-yl)benzyl)piperazin-1-yl)-1,3,5-triazine-2-carbonitrile NC1=NC=CC=C1C1=NC=2C(=NC(=CC2)C2=C(C=CC=C2)Cl)N1C1=CC=C(CN2CCN(CC2)C2=NC(=NC=N2)C#N)C=C1